CC(=C[Pt-2](OS(=O)(=O)O)(Cl)Cl)C dimethylsulfoxy-ethenylplatinum(II) dichloride